3-methyl-[1,1':4',1''-terphenyl]-4-carboxylic acid CC=1C=C(C=CC1C(=O)O)C1=CC=C(C=C1)C1=CC=CC=C1